F[C@@H]1C[C@H](N(C1)C(CN1C=NN=C1)=O)C(=O)N[C@@H](C1=CC=CC=C1)C1=CC(=C(C=C1)C1(CC1)C)F (2S,4R)-4-fluoro-N-[(S)-[3-fluoro-4-(1-methylcyclopropyl)phenyl](phenyl)methyl]-1-[2-(4H-1,2,4-triazol-4-yl)acetyl]pyrrolidine-2-carboxamide